(3aS,5aS,8R,8aS,9R,10aS)-9-(tert-butyl)-9-hydroxy-6-methyl-2,4,7-trioxooctahydro-4H,9H-furo[3'',2'':2',3']cyclopenta[1',2':3,4]furo[2,3-b]pyrrol-8-ylbenzoate C(C)(C)(C)[C@@]1(C[C@H]2[C@]3(C(O[C@@H]4N(C([C@@H]([C@@]431)OC(C4=CC=CC=C4)=O)=O)C)=O)CC(O2)=O)O